ClC1=C(C=CC=C1)[C@H]1[C@H](CN(C1)CC(F)(F)F)C(=O)N1CC(C2(CN(C2)C(C=C)=O)C[C@H]1C)(F)F 1-((R)-7-((3R,4R)-4-(2-chlorophenyl)-1-(2,2,2-trifluoroethyl)pyrrolidine-3-carbonyl)-5,5-difluoro-8-methyl-2,7-diazaspiro[3.5]nonan-2-yl)prop-2-en-1-one